4-(2-(4-allyl-2,6-dimethoxyphenoxy)-1-ethoxypropyl)-2-methoxyphenol C(C=C)C1=CC(=C(OC(C(OCC)C2=CC(=C(C=C2)O)OC)C)C(=C1)OC)OC